((4-cyclopropyl-6-((3'-(4-cyclopropyl-5-((((1S,2S)-2-hydroxycyclopentyl)amino)methyl)picolinamido)-2,2'-dimethyl-[1,1'-biphenyl]-3-yl)carbamoyl)pyridin-3-yl)methyl)-D-serine C1(CC1)C1=C(C=NC(=C1)C(NC=1C(=C(C=CC1)C1=C(C(=CC=C1)NC(C1=NC=C(C(=C1)C1CC1)CN[C@@H]1[C@H](CCC1)O)=O)C)C)=O)CN[C@H](CO)C(=O)O